C(CCSCCC(C)=O)SCCC(C)=O 4'-(propane-1,3-diylbis(sulfanediyl))bis(butan-2-one)